3-fluoro-4-hydroxy-5-((piperazin-1-ylimino)methyl)-N-(4-(pyrrolidin-1-yl)phenyl)benzamide FC=1C=C(C(=O)NC2=CC=C(C=C2)N2CCCC2)C=C(C1O)C=NN1CCNCC1